(S)-isobutyl-morpholine-2,5-dione C(C(C)C)N1CC(OCC1=O)=O